BrC1=C(C=C(C(=C1)Cl)F)OC 1-bromo-5-chloro-4-fluoro-2-methoxy-benzene